FC(C=1C=C(C=CC1)C1=C(C2=CC=CC=C2C=C1)C=O)(F)F (3-(trifluoromethyl)phenyl)-1-naphthaldehyde